Bis(4-fluorophenyl)iodonium triflate [O-]S(=O)(=O)C(F)(F)F.FC1=CC=C(C=C1)[I+]C1=CC=C(C=C1)F